(R)-5-((2-azaspiro[3.3]heptan-6-yl)oxy)-2'-ethoxy-N-(1-methylpyrrolidin-3-yl)-[2,3'-bipyridine]-6-carboxamide C1NCC12CC(C2)OC=2C=CC(=NC2C(=O)N[C@H]2CN(CC2)C)C=2C(=NC=CC2)OCC